FC1(C(CN(CC1)C1=NC=2CCC(CC2C(=C1C(=O)N)C)(F)F)C)F 2-(4,4-difluoro-3-methylpiperidin-1-yl)-6,6-difluoro-4-methyl-5,6,7,8-tetrahydroquinoline-3-carboxamide